4-(1-oxo-1,3-dihydroisobenzofuran-5-yloxy)benzamide O=C1OCC2=CC(=CC=C12)OC1=CC=C(C(=O)N)C=C1